N1(C=NC=C1)CCCNC(=O)C1=NN2C(NC(=CC2=O)C2=CC=CC=C2)=C1 N-(3-(1H-imidazol-1-yl)propyl)-7-oxo-5-phenyl-4,7-dihydropyrazolo[1,5-a]pyrimidine-2-carboxamide